2-(3-(3'-cyano-4',6-dimethyl-[1,1'-biphenyl]-3-yl)-4-(4-sulfamoylbenzyl)-1H-pyrazol-1-yl)thiazole-4-carboxylic acid C(#N)C=1C=C(C=CC1C)C1=CC(=CC=C1C)C1=NN(C=C1CC1=CC=C(C=C1)S(N)(=O)=O)C=1SC=C(N1)C(=O)O